(S)-N-(4-methyl-3-(8-methyl-2-(methylamino)-8,9-dihydroimidazo[1',2':1,6]pyrido[2,3-d]pyrimidin-6-yl)phenyl)-4-(trifluoromethyl)pyridineamide CC1=C(C=C(C=C1)NC(=O)C1=NC=CC(=C1)C(F)(F)F)C1=CC2=C(N=C(N=C2)NC)N2C1=N[C@H](C2)C